FC1=C(C=CC(=C1)S(=O)(=O)C)NCC#CC=1N(C=2C=CC=C(C2C1)NC1CCN(CC1)CCOC)CC(F)(F)F 2-{3-[(2-fluoro-4-methanesulfonyl-phenyl)amino]prop-1-yn-1-yl}-N-[1-(2-methoxyethyl)piperidin-4-yl]-1-(2,2,2-trifluoroethyl)-1H-indol-4-amine